CO[Si](CCCCCC[Si](OC)(OC)OC)(OC)OC 1,6-Di-trimethoxysilylhexane